ClC1=NC=CC=2C=3C(C(N(C12)C)C)=CN(N3)C([2H])([2H])[2H] 6-chloro-4,5-dimethyl-2-(methyl-d3)-4,5-dihydro-2H-pyrazolo[4,3-c][1,7]naphthyridine